Racemic-3-(8-(1,4-dioxa-8-azaspiro[4.5]decan-8-yl)-2,3-dihydro-4H-benzo[b][1,4]oxazin-4-yl)piperidine-2,6-dione O1CCOC12CCN(CC2)C2=CC=CC1=C2OCCN1[C@H]1C(NC(CC1)=O)=O |r|